C12(OCC(C1)C2)COC=2C=C(C(=C(C(=O)N[C@H](C)C=1C=NC(=NC1)C(F)(F)F)C2)F)C=2SC(=CN2)C (R)-5-((2-oxabicyclo[2.1.1]hexan-1-yl)methoxy)-2-fluoro-3-(5-methylthiazol-2-yl)-N-(1-(2-(trifluoromethyl)pyrimidin-5-yl)ethyl)benzamide